C(C)OC(CC1=CC=C(C=C1)C1=CC2=C(N(C=N2)C(=O)OC(C)(C)C)C=C1)=O tert-butyl 5-(4-(2-ethoxy-2-oxoethyl)phenyl)-1H-benzo[d]imidazole-1-carboxylate